NCCCCCCCCCCC[Si](OCC)(OCC)OCC (aminoundecyl)(triethoxy)silane